3-(tert-butyl)-2'''-fluoro-3'''-nitro-[1,1':2',1'':2'',1'''-quaterphenyl]-2-amine C(C)(C)(C)C1=C(C(=CC=C1)C=1C(=CC=CC1)C=1C(=CC=CC1)C1=C(C(=CC=C1)[N+](=O)[O-])F)N